CN(C)S=C(O)Cl Dimethylaminothiocarboxychloride